bis(2-Butyloctyl) 10-(4-(dimethylamino)-N-(2-ethylhexyl)butanamido)nonadecanedioate CN(CCCC(=O)N(CC(CCCC)CC)C(CCCCCCCCC(=O)OCC(CCCCCC)CCCC)CCCCCCCCC(=O)OCC(CCCCCC)CCCC)C